C(C)(=O)NNC(C1=CC(=CC=C1)Cl)=O N'-acetyl-3-chlorobenzoyl-hydrazine